C(#C)C=1SC=C(N1)C(=O)NCC1=CC=C(C=C1)[N+](=O)[O-] 2-Ethynyl-N-(4-nitrobenzyl)thiazole-4-carboxamide